FC1=C(C=CC=C1S(=O)(=O)C)NC1=NC=C(C(=N1)C1=CNC2=C(C=CC=C12)NC([C@@H](C)N1C[C@@H](N([C@H](C1)C)C)C)=O)C (R)-N-(3-(2-((2-fluoro-3-(methylsulfonyl)phenyl)amino)-5-methylpyrimidin-4-yl)-1H-indol-7-yl)-2-((3s,5s)-3,4,5-trimethylpiperazin-1-yl)propionamide